4-(2-((1,3-Dimethyl-1H-pyrazol-5-yl)sulfonyl)-2-azaspiro[3.4]octan-6-yl)morpholine CN1N=C(C=C1S(=O)(=O)N1CC2(C1)CC(CC2)N2CCOCC2)C